N[C@@H]1CC[C@@H](N(C1)C(=O)C1=CC2=C(N(C(=N2)C2=CC=3C(=NC(=CC3)C=3C(=C4C=NNC4=CC3)C)N2CC2CC2)C)C(=C1)OC)C ((2S,5R)-5-amino-2-methylpiperidin-1-yl)(2-(1-(cyclopropylmethyl)-6-(4-methyl-1H-indazol-5-yl)-1H-pyrrolo[2,3-b]pyridin-2-yl)-7-methoxy-1-methyl-1H-benzo[d]imidazol-5-yl)methanone